(R)-3-((5-(cyclopent-1-en-1-yl)-7-(phenylsulfonyl)-7H-pyrrolo[2,3-d]pyrimidin-4-yl)amino)piperidine-1-carboxylic acid tert-butyl ester C(C)(C)(C)OC(=O)N1C[C@@H](CCC1)NC=1C2=C(N=CN1)N(C=C2C2=CCCC2)S(=O)(=O)C2=CC=CC=C2